FC(C1=C(C(=C(N=N1)C1=C(C=C(C=C1)C(F)(F)F)O)C)C)C=1C=NC=CC1 (6-(fluoro(pyridin-3-yl)methyl)-4,5-dimethylpyridazin-3-yl)-5-(trifluoromethyl)phenol